F[C@@H]1CN(CC[C@H]1NC1=NC=C(C(=N1)C1=CC(=C(S1)CC(C)(C)O)C#N)C(F)(F)F)S(=O)(=O)C=1C=NN(C1)C 5-(2-(((3R,4R)-3-fluoro-1-((1-methyl-1H-pyrazol-4-yl)sulfonyl)piperidin-4-yl)amino)-5-(trifluoromethyl)pyrimidin-4-yl)-2-(2-hydroxy-2-methylpropyl)thiophene-3-carbonitrile